(S)-N-(1-(5-(3-cyano-6-(2-hydroxy-2-methylpropoxy)pyrazolo[1,5-a]pyridin-4-yl)pyridin-2-yl)-3-methylpyrrolidin-3-yl)cyclopropanecarboxamide C(#N)C=1C=NN2C1C(=CC(=C2)OCC(C)(C)O)C=2C=CC(=NC2)N2C[C@@](CC2)(C)NC(=O)C2CC2